5-Hydroxy-2-methyl-2-(4-methylpent-3-en-1-yl)-7-pentyl-N-(3-phenylpropyl)-2H-chromen-6-carboxamide OC1=C2C=CC(OC2=CC(=C1C(=O)NCCCC1=CC=CC=C1)CCCCC)(CCC=C(C)C)C